BrC1=CC=C(C=C1)C1=C(C2=C(C=N1)C(OC(O2)(C)C)=O)C2=CC=CC=C2 7-(4-bromophenyl)-8-phenyl-2,2-dimethyl-4H-[1,3]-dioxino[5,4-c]pyridin-4-one